2,2-dimethyl-3-(5-(2-((4-(trifluoromethyl)phenyl)amino)phenyl)-1,3,4-oxadiazol-2-yl)propanenitrile CC(C#N)(CC=1OC(=NN1)C1=C(C=CC=C1)NC1=CC=C(C=C1)C(F)(F)F)C